5-{2-acetamidoimidazo[1,2-b]pyridazin-6-yl}-3-fluoro-N-{[2-fluoro-5-(trifluoromethoxy)phenyl]methyl}-2-methylbenzamide C(C)(=O)NC=1N=C2N(N=C(C=C2)C=2C=C(C(=C(C(=O)NCC3=C(C=CC(=C3)OC(F)(F)F)F)C2)C)F)C1